(5S)-8-chloro-N-cyclopropyl-7-(2,6-difluorophenyl)-5-methyl-3-oxo-9-(trifluoromethyl)-5H-pyrimido[1,2-a][1,4]benzodiazepine-2-Carboxamide ClC1=C(C=CC2=C1C(=N[C@H](C=1N2C=C(C(N1)=O)C(=O)NC1CC1)C)C1=C(C=CC=C1F)F)C(F)(F)F